1,4-diisopropylpiperazine C(C)(C)N1CCN(CC1)C(C)C